C(C)(C)(C)OC(=O)N1[C@H](C[C@@H](C1)F)C1=C(C=CC(=C1)F)OC (2R,4S)-4-fluoro-2-(5-fluoro-2-methoxyphenyl)pyrrolidine-1-carboxylic acid tert-butyl ester